C(=O)C1=CC=C(C=C1)C#CC1=NNC2=CC=C(C=C12)C=1C=C(C=NC1)C(C(=O)N)C(C)C (5-(3-((4-formylphenyl)ethynyl)-1H-indazol-5-yl)pyridin-3-yl)-3-methylbutanamide